6-amino-1-[4-(3-methyl-1-oxobutyl)-1-piperazinyl]-1-hexanone hydrochloride Cl.NCCCCCC(=O)N1CCN(CC1)C(CC(C)C)=O